CNCC1CN(CC1)C(=O)C=1N=C(SC1)C=1C=NN(C1)C1=CC=CC=C1 methyl({1-[2-(1-phenyl-1H-pyrazol-4-yl)-1,3-thiazole-4-carbonyl]pyrrolidin-3-yl}methyl)amine